C1(CC1)C1=C2N=C(C(NC2=C(C(=C1)CO)F)=O)C 5-cyclopropyl-8-fluoro-7-(hydroxymethyl)-3-methyl-1,2-dihydroquinoxalin-2-one